(R)-4-(3-(2-Chloro-5-(trifluoromethyl)phenethyl)-3-(dimethylamino)piperidin-1-yl)-2,6-difluoro-N-(pyrimidin-4-yl)benzenesulfonamide formate C(=O)O.ClC1=C(CC[C@@]2(CN(CCC2)C2=CC(=C(C(=C2)F)S(=O)(=O)NC2=NC=NC=C2)F)N(C)C)C=C(C=C1)C(F)(F)F